FC=1C=C(C=CC1)C1=NN2C(=NC=3C=CC=CC3C2=N1)N[C@@H]1C(NCCCC1)=O (3S)-3-{[2-(3-fluorophenyl)[1,2,4]triazolo[1,5-c]quinazolin-5-yl]amino}azepan-2-one